4'-chloro-9'-(4-(hydroxymethyl)cyclohex-1-en-1-yl)-5'H-spiro[cyclohexane-1,7'-indolo[1,2-a]quinazolin]-5'-one ClC=1C=2C(N=C3N(C2C=CC1)C1=CC=C(C=C1C31CCCCC1)C1=CCC(CC1)CO)=O